ClC1=CC=C(CN2C(=NC=3N(C(N(C(C23)=O)CCCO)=O)C)\C=C\CCC)C=C1 (E)-7-(4-chlorobenzyl)-1-(3-hydroxypropyl)-3-methyl-8-(pent-1-en-1-yl)-3,7-dihydro-1H-purine-2,6-dione